N-(6-(4-cyanophenyl)thiazolo[4,5-b]pyrazin-2-yl)-4-(2-ethynyl-5-fluorophenyl)-6-methylpyridine-3-carboxamide C(#N)C1=CC=C(C=C1)C=1N=C2C(=NC1)N=C(S2)NC(=O)C=2C=NC(=CC2C2=C(C=CC(=C2)F)C#C)C